4-(5-(3-methoxy-4-(methylthio)phenyl)pyridin-3-yl)-1,2-oxaborol-2-ol COC=1C=C(C=CC1SC)C=1C=C(C=NC1)C=1CB(OC1)O